ClC=1C(=C(C(=NC1)N)C)C chloro-3,4-dimethylpyridin-2-amine